C1=CC=CC=2C=CC=3C4=C(SC3C12)C=CC(=C4)B(O)O benzo[b]naphtho[2,1-d]thiophen-8-ylboronic acid